P(=O)(OC(C)CCCCC)(OC(C)CCCCC)OC(C)CCCCC tri-(2-heptyl) phosphate